(2-oxo-1-(pyridazin-3-ylmethyl)-1,2-dihydropyridin-4-yl)boronic acid O=C1N(C=CC(=C1)B(O)O)CC=1N=NC=CC1